4-(Difluoro(pyridine-2-sulfonyl)methyl)piperidin-4-ol FC(C1(CCNCC1)O)(S(=O)(=O)C1=NC=CC=C1)F